C(C=C)(=O)NC=1C=C(C=CC1C(=O)N1CCCCC1)NC1=CC(=CN(C1=O)C)C=1C(=C(C=CC1)NC(C1=CC=C(C=C1)N(C)C)=O)C N-(3-(5-((3-acrylamido-4-(piperidine-1-carbonyl)phenyl)amino)-1-methyl-6-oxo-1,6-dihydropyridin-3-yl)-2-methylphenyl)-4-(dimethylamino)benzamide